N1(CCC1)C[C@@H](C(=O)NC(C)(C)C1=CC=C(C=C1)C)CC (S)-2-(azetidin-1-ylmethyl)-N-(2-(p-tolyl)propan-2-yl)butanamide